di-tertiary butyl-carbodiimide C(C)(C)(C)N=C=NC(C)(C)C